methyl 1-[[4-[(tert-butoxycarbonylamino) methyl] phenyl] methyl]-2-butyl-5-oxido-imidazo[4,5-c]quinolin-5-ium-7-carboxylate C(C)(C)(C)OC(=O)NCC1=CC=C(C=C1)CN1C(=NC=2C=[N+](C=3C=C(C=CC3C21)C(=O)OC)[O-])CCCC